C1(CC1)C=1N=NN(C1)[C@H](C(=O)N1[C@@H](C[C@H](C1)O)C(=O)NC1(CS(C1)(=O)=O)C)C(C)(C)C (2S,4r)-1-[(2S)-2-(4-cyclopropyl-triazol-1-yl)-3,3-dimethyl-butyryl]-4-hydroxy-N-(3-methyl-1,1-dioxo-thietan-3-yl)pyrrolidine-2-carboxamide